NC1CCN(CC1)C(CNC(C1=C(C=C(C=C1)NC=1C=2N(C=CN1)C(=CN2)C=2C(=NN(C2)CC#N)C(F)(F)F)Cl)=O)=O N-[2-(4-amino-1-piperidyl)-2-oxo-ethyl]-2-chloro-4-[[3-[1-(cyanomethyl)-3-(trifluoromethyl)pyrazol-4-yl]imidazo[1,2-a]pyrazin-8-yl]amino]benzamide